7-bromo-5-chlorothiazolo[5,4-b]pyridin-2-amine BrC1=C2C(=NC(=C1)Cl)SC(=N2)N